2-aminopyrazole NN1N=CC=C1